5-Cyano-N-[6-[2,4-dichloro-8-oxabicyclo[3.2.1]oct-6-en-3-yl]-2-(4,4-dimethylcyclohexen-1-yl)-3-pyridyl]-1H-imidazole-2-carboxamide C(#N)C1=CN=C(N1)C(=O)NC=1C(=NC(=CC1)C1C(C2C=CC(C1Cl)O2)Cl)C2=CCC(CC2)(C)C